ClC1=C(C=C(C=C1)F)C1NC(CC2=C1C(=NN2C(=O)NCC=2C=NC(=CC2)CC(F)(F)F)NC(C2=CC(=CC(=C2)C(F)(F)F)F)=O)=O 4-(2-Chloro-5-fluorophenyl)-3-(3-fluoro-5-trifluoromethylbenzoylamino)-6-oxo-N-((6-trifluoroethylpyridin-3-yl)methyl)-4,5,6,7-tetrahydro-1H-pyrazolo[4,3-c]pyridine-1-carboxamide